OCCC#CC1=CC=C2C(=NN(C2=C1)C)N1C(NC(CC1)=O)=O 1-[6-(4-hydroxybut-1-ynyl)-1-methyl-indazol-3-yl]hexahydropyrimidine-2,4-dione